NC=1C=C(C(=O)NC2=NC=3C(=C(C=CC3C=3N2CCN3)OCCCN3CCOCC3)OC)C=CN1 2-amino-N-[7-methoxy-8-(3-morpholin-4-ylpropoxy)-2,3-dihydroimidazo[1,2-c]quinazolin-5-yl]isonicotinamide